S1C(=NC2=C1C=CC=C2)CN2CCN(CC2)C2=C(C(=O)NS(=O)(=O)CC)C=CC(=C2)OCCC 2-[4-(1,3-benzo-thiazol-2-ylmeth-yl)piperazin-1-yl]-N-ethylsulfonyl-4-propoxy-benzamide